CC(CCCNCCCN)C N-(4-methylpentyl)propane-1,3-diamine